ClC=1C=C(NC2(CCC3(C(CC4=CC=CC=C34)C[C@H](COC3=C4C(=NC=C3)C(CC4C)O)C)CC2)C(=O)O)C=CC1 4-(3-Chloroanilino)-2'-{(2R)-3-[(7-hydroxy-5-methyl-6,7-dihydro-5H-cyclopenta[b]pyridin-4-yl)oxy]-2-methylpropyl}-2',3'-dihydrospiro[cyclohexane-1,1'-indene]-4-carboxylic acid